4-(t-butoxymethyl)phenylboronic acid C(C)(C)(C)OCC1=CC=C(C=C1)B(O)O